C(C)NC(NC1=NC=C(C(=C1)CN1CCN(CC1)C=1C=CC(=NC1)C(=O)NC)OC)=O 5-(4-((2-(3-ethylureido)-5-methoxypyridin-4-yl)methyl)piperazin-1-yl)-N-methylpicolinamide